2-(9-oxoxanthen-2-yl)propanoic acid O=C1C2=CC=CC=C2OC=2C=CC(=CC12)C(C(=O)O)C